C(CCCCCCCCCCCCCCCCCCCCC)(=O)SCCNC(CCNC([C@@H](C(COP(OP(OC[C@@H]1[C@H]([C@H]([C@@H](O1)N1C=NC=2C(N)=NC=NC12)O)OP(=O)(O)O)(=O)O)(=O)O)(C)C)O)=O)=O behenoylcoa